[N+](=O)([O-])C1=C2C=CC=NC2=C(C=C1)OCCC(=O)OC(=O)[C@@H]1NCCC1 (R)-2-(5-Nitroquinolin-8-yloxy)methyl-acetylpyrrolidine-2-carboxylate